N-(3-chloro-5-(methylsulfonamido)phenyl)-5-(3-((5-fluoropyridin-3-yl)methoxy)-5-(trifluoromethyl)pyridin-2-yl)-1-methyl-1H-pyrrole-3-carboxamide ClC=1C=C(C=C(C1)NS(=O)(=O)C)NC(=O)C1=CN(C(=C1)C1=NC=C(C=C1OCC=1C=NC=C(C1)F)C(F)(F)F)C